6-(2-chlorophenyl)-2-{[4,4-dimethyl-2-(4-propoxy-benzyl)-1,2,3,4-tetrahydroisoquinolin-7-yl]amino}imidazo[1,2-a]pyrimido[5,4-e]pyrimidin-5(6H)-one ClC1=C(C=CC=C1)N1C=2N(C3=C(C1=O)C=NC(=N3)NC3=CC=C1C(CN(CC1=C3)CC3=CC=C(C=C3)OCCC)(C)C)C=CN2